NC=1C=C(C(=C(C1)NC(C)=O)OC)Br N-(5-amino-3-bromo-2-methoxyphenyl)acetamide